CN1CC(C1)C1=CC=C(N=N1)C1=C(C=C(C=C1)C=1N=CC=2N(C1)C=C(N2)C)O [6-(1-Methylazetidin-3-yl)pyridazin-3-yl]-5-{2-methylimidazo[1,2-a]pyrazin-6-yl}phenol